(2-bromo-4-fluoro-phenyl) propionate C(CC)(=O)OC1=C(C=C(C=C1)F)Br